The molecule is a (4-deoxygluc-4-enosyluronic acid)-(1->3)-N-acetyl-D-galactosamine sulfate in which the 4-deoxygluc-4-enosyluronic acid component has beta-D configuration. It is a conjugate acid of a 2-acetamido-2-deoxy-3-O-(4-deoxy-alpha-L-threo-hex-4-enopyranosyluronate)-4-O-sulfonato-D-galactopyranose(2-). CC(=O)N[C@@H]1[C@H]([C@H]([C@H](OC1O)CO)OS(=O)(=O)O)O[C@H]2[C@@H]([C@H](C=C(O2)C(=O)O)O)O